NC1=C(C(=NC=N1)N1C[C@@H](CCC1)N1C(C(CCC1)NC1CCC(CC1)(F)F)=O)F (3'r)-1'-(6-amino-5-fluoropyrimidin-4-yl)-3-(4,4-difluorocyclohexylamino)-1,3'-bipiperidin-2-one